6-chloro-N-(3,4-dichloro-2-fluoro-phenyl)-7-methoxy-pyrido[3,2-d]pyrimidin-4-amine ClC=1C(=CC=2N=CN=C(C2N1)NC1=C(C(=C(C=C1)Cl)Cl)F)OC